C1NCCC12CCSCC2 8-Thia-2-azaspiro[4.5]decane